C(C)N1C(=NN(C1=O)C1=C2C(=NN(C(C2=CC=C1)=O)C1=CC(=CC=C1)F)C(C)C)CO (4-ethyl-3-(hydroxymethyl)-5-oxo-4,5-dihydro-1H-1,2,4-triazol-1-yl)-2-(3-fluorophenyl)-4-isopropylphthalazin-1(2H)-one